C1(CC1)C(C1=CC(=NN1C)S(=O)(=O)Cl)OC 5-(cyclopropyl(methoxy)methyl)-1-methyl-1H-pyrazole-3-sulfonyl chloride